BrC=1C=C(C=C(C1)C)C 5-bromo-1,3-dimethylbenzene